3-((1-Methyl-1H-pyrazol-4-yl)methyl)-N-(1-ethylcyclopropyl)-1-(oxetan-3-ylmethyl)-2,4-dioxo-1,2,3,4-tetrahydroquinazoline-6-sulfonamide CN1N=CC(=C1)CN1C(N(C2=CC=C(C=C2C1=O)S(=O)(=O)NC1(CC1)CC)CC1COC1)=O